ClC1=C(C=C2C=NNC2=C1)C(=O)N[C@H]1[C@H]2CC[C@@H](C1)N2C#N 6-chloro-N-((1R,2R,4S)-7-cyano-7-azabicyclo[2.2.1]heptan-2-yl)-1H-indazole-5-carboxamide